FC1=C(C(=C(C(=C1F)F)F)F)OB(O)O perfluorophenyl-boric acid